Diethyl (6-(8-(2-bromophenethyl)-7-methyl-2,6-dioxo-1-(prop-2-yn-1-yl)-1,2,6,7-tetra-hydro-3H-purin-3-yl)hexyl)phosphonate BrC1=C(CCC2=NC=3N(C(N(C(C3N2C)=O)CC#C)=O)CCCCCCP(OCC)(OCC)=O)C=CC=C1